2-carboxymethylbutane-1,3-dicarboxylic acid C(=O)(O)CC(CC(=O)O)C(C)C(=O)O